tert-butyl 4-(2-oxo-2-((3-((4-(N-phenylsulfamoyl)phenyl)carbamoyl) phenyl)amino)ethyl)piperidine-1-carboxylate O=C(CC1CCN(CC1)C(=O)OC(C)(C)C)NC1=CC(=CC=C1)C(NC1=CC=C(C=C1)S(NC1=CC=CC=C1)(=O)=O)=O